ClC1=C2C(=NC(=C1)Cl)N(C=C2)C(=O)OC(C)(C)C 4,6-dichloro-1-tert-butoxycarbonyl-1H-pyrrolo[2,3-b]pyridine